Cl.Cl.N[C@H](CCNCC=1SC=CN1)C [(3S)-3-Aminobutyl](1,3-thiazol-2-ylmethyl)amine dihydrochloride